Methyl 8-((4-aminophenyl) amino)-8-oxooctanoate NC1=CC=C(C=C1)NC(CCCCCCC(=O)OC)=O